FC(C=1N=CN(C1)C(C)C1CCN(CC1)C(=O)N1C[C@@H]2[C@@H](OCC(N2)=O)CC1)(F)F |r| rac-(4aR,8aS)-6-[4-[1-[4-(Trifluoromethyl)imidazol-1-yl]ethyl]piperidine-1-carbonyl]-4,4a,5,7,8,8a-hexahydropyrido[4,3-b][1,4]oxazin-3-one